(3-(piperidin-1-yl)propyl)propane-1,3-diamine trihydrochloride Cl.Cl.Cl.N1(CCCCC1)CCCC(CCN)N